3-(1,2,3,5,6,7-hexahydro-s-indacen-4-yl)urea sodium salt [Na].C1CCC2=C(C=3CCCC3C=C12)NC(N)=O